C(CCCC)[C@@]([C@@](C(=O)O)(O)CCCCC)(O)C(=O)O (+)-dipentyl-D-tartaric acid